BrC=1C=C2CCC3(CC2=CC1)NCC3 6'-Bromo-3',4'-dihydro-1'H-spiro[azetidine-2,2'-naphthalene]